2-amino-octadecane-1,3,4-triol NC(CO)C(C(CCCCCCCCCCCCCC)O)O